FC=1C=C(C=CC1)C=1C=CC(=NC1)NC=1C=C(C(=O)NCC2CCN(CC2)C)C=CC1 3-((5-(3-fluorophenyl)pyridin-2-yl)amino)-N-((1-methylpiperidin-4-yl)methyl)benzamide